(E)-N-(6-amino-5-((2-hydroxyphenyl)diazenyl)pyridin-2-yl)acetamide NC1=C(C=CC(=N1)NC(C)=O)\N=N\C1=C(C=CC=C1)O